5-methyl-2-(2-propanyl)cyclohexanone CC1CCC(C(C1)=O)C(C)C